C(C)(=O)O[C@@]1([C@H](O[C@H]([C@@H]1OC(C)=O)N1N=CC=2C1=NC(=NC2N)Cl)COC(C(=O)OCC)(CC2=CC=CC=C2)C=2N=CSC2)C#C (2R,3R,4R,5R)-5-(4-amino-6-chloro-1H-pyrazolo[3,4-d]pyrimidin-1-yl)-2-(((1-ethoxy-1-oxo-3-phenyl-2-(thiazol-4-yl)propan-2-yl)oxy)methyl)-3-ethynyltetrahydrofuran-3,4-diyl diacetate